CC1(C[C@H]2[C@H](O1)[C@@H]1C(C(C([C@@H]1CC2)(C)C)C)(C)C)C (3aS,5aR,8aS,8bS)-2,2,6,6,7,8,8-heptamethyldecahydro-2H-indeno[4,5-b]furan